N1(CCC1)C=1C=CC(=C2C=C(N=CC12)Cl)C(C)C 8-(azetidin-1-yl)-3-chloro-5-isopropylisoquinoline